C(C)(C)(C)OC(=O)N1[C@@H](CN([C@H](C1)C)C=1C2=C(N=CN1)N(C=C2C(=C)C)S(=O)(=O)C2=CC=C(C)C=C2)C.C(C)(C)(C)NS(=O)(=O)N N-(tert-butyl)sulfamide tert-Butyl-(2R,5S)-2,5-dimethyl-4-(5-(prop-1-en-2-yl)-7-tosyl-7H-pyrrolo[2,3-d]pyrimidin-4-yl)piperazine-1-carboxylate